6-chloro-2-(hex-1-yn-1-yl)-8-(1-methyl-1H-imidazol-2-yl)-9-(tetrahydro-2H-pyran-2-yl)-9H-purine ClC1=C2N=C(N(C2=NC(=N1)C#CCCCC)C1OCCCC1)C=1N(C=CN1)C